C(CC)C=1C(NC(N([C@H]2[C@H](O)[C@H](O)[C@@H](CO)O2)C1)=S)=O 5-(n-propyl)-2-thiouridine